C(C)N1CC=NC2=CC=C(C=C12)C(F)(F)F 1-ethyl-7-trifluoromethylquinoxalin